ClC=1C=CC2=C(N(C=3N=C(C=CC3C2=O)N(CCS(=O)(=O)C(C)C)C)CC(=O)[O-])C1SC.[Na+] sodium 2-(8-chloro-2-{methyl[2-(propane-2-sulfonyl)ethyl]amino}-9-(methylsulfanyl)-5-oxobenzo[b]1,8-naphthyridin-10-yl)acetate